C(C)(C)(C)NC1=NC=C(C(=N1)N)CC1=C(C=C(C(=C1)Cl)OC)C(C)C N*2*-tert-Butyl-5-(5-chloro-2-isopropyl-4-methoxy-benzyl)-pyrimidine-2,4-diamine